1-cyclohexyl-4-((1-phenethyl-1H-tetrazol-5-yl)(pyridin-3-yl)methyl)piperazine C1(CCCCC1)N1CCN(CC1)C(C=1C=NC=CC1)C1=NN=NN1CCC1=CC=CC=C1